2-[(3-chloro-4-fluorophenyl)-(3,3-difluorocyclopentyl)oxymethyl]-5-methyl-4-methyl-sulfonyl-1H-imidazole ClC=1C=C(C=CC1F)C(C=1NC(=C(N1)S(=O)(=O)C)C)OC1CC(CC1)(F)F